3-cyclopropyl-2,4,6-trifluoro-N-(6-fluoropyridin-2-yl)-N-(4-methoxybenzyl)benzenesulfonamide C1(CC1)C=1C(=C(C(=CC1F)F)S(=O)(=O)N(CC1=CC=C(C=C1)OC)C1=NC(=CC=C1)F)F